2-n-octyl-4,7-dibromo-5,6-difluorobenzotriazole C(CCCCCCC)N1N=C2C(=N1)C(=C(C(=C2Br)F)F)Br